(R)-(4-(2-((3-(4-Methylpiperazin-1-yl)phenyl)amino)pyrimidin-4-yl)phenyl)(2-(trifluoromethyl)pyrrolidin-1-yl)methanone CN1CCN(CC1)C=1C=C(C=CC1)NC1=NC=CC(=N1)C1=CC=C(C=C1)C(=O)N1[C@H](CCC1)C(F)(F)F